tert-butyl 2,4-dioxo-1,3,7-triazaspiro[4.4]nonane-7-carboxylate O=C1NC2(C(N1)=O)CN(CC2)C(=O)OC(C)(C)C